N(=[N+]=[N-])C(C)(C)C1=CN=C(C2=CN=C(C=C12)Cl)O[C@H]1CN(CC1)C(=O)OC(C)(C)C tert-Butyl (R)-3-((4-(2-azidopropan-2-yl)-6-chloro-2,7-naphthyridin-1-yl)oxy)pyrrolidine-1-carboxylate